2-methoxyethyl 3,3-diethylpentanoate C(C)C(CC(=O)OCCOC)(CC)CC